O1C[C@@H](CC1)OC=1N=C2C(=CC=NC2=CC1)C1=CC=2C(NCCC2N1)=O 2-[6-[(3R)-oxacyclopent-3-yloxy]-1,5-naphthyridin-4-yl]-1H,5H,6H,7H-pyrrolo[3,2-c]Pyridin-4-one